O1C=C(C2=C1C=CC=C2)C[C@H](NC(CC2=C1COCC1=CC=C2)=O)B(O)O (R)-(2-(benzofuran-3-yl)-1-(2-(1,3-dihydroisobenzofuran-4-yl)acetamido)ethyl)boronic acid